2-(4,5-difluoro-1H-indol-3-yl)-N,N-diethyl-2-oxoacetamide FC1=C2C(=CNC2=CC=C1F)C(C(=O)N(CC)CC)=O